ClC=1C=C(C=C2C(=C(C=NC12)C#N)N[C@H](CCC#N)C1=CC=CC=C1)NC([2H])(C=1N=NN(C1)C1(CC1)C(F)(F)F)C=1C(=NC(=CC1)F)C 8-chloro-4-(((R)-3-cyano-1-phenylpropyl)amino)-6-(((6-fluoro-2-methylpyridin-3-yl)(1-(1-(trifluoromethyl)cyclopropyl)-1H-1,2,3-triazol-4-yl)methyl-d)amino)quinoline-3-carbonitrile